1,4-bis(4-aminophenyl)benzene NC1=CC=C(C=C1)C1=CC=C(C=C1)C1=CC=C(C=C1)N